2,2-dimethyl-1,2,3,4-tetrahydroquinoline-5-carbonitrile CC1(NC=2C=CC=C(C2CC1)C#N)C